N[C@@H]1CN(CC[C@H]1F)C1=NC2=C(N1[C@H](C(=O)N(C)C)C)C=C(C(=C2)F)F (2S)-2-(2-((3r,4r)-3-amino-4-fluoro-1-piperidinyl)-5,6-difluoro-1H-benzoimidazol-1-yl)-N,N-dimethylpropionamide